8,8-dimethyl-2-(3-methyl-1,2,4-oxadiazole-5-carbonyl)-7-oxo-2-azaspiro[3.5]non-5-ene-6-carbonitrile CC1(C(C(=CC2(CN(C2)C(=O)C2=NC(=NO2)C)C1)C#N)=O)C